CC(C(CC(=O)O)O)(C)C trimethyl-2-hydroxypropyl-carboxylic acid